O=C1OCCN1P(=O)(N1C(OCC1)=O)Cl bis(2-oxooxazolidin-3-yl)phosphinic chloride